4,6-diisopropyldibenzothiophene C(C)(C)C1=CC=CC2=C1SC1=C2C=CC=C1C(C)C